4-amino-7-fluoro-8-(1-methyl-6-oxo-1,6-dihydropyridin-2-yl)-N-propylisoquinoline-3-carboxamide NC1=C(N=CC2=C(C(=CC=C12)F)C=1N(C(C=CC1)=O)C)C(=O)NCCC